C(C1=CC=CC=C1)C1=C(NC2=CC=CC=C12)N benzyl-indoleamine